benzyl (trans-2-(2-fluoro-5-methoxyphenyl)-5-oxopyrrolidin-3-yl)carbamate FC1=C(C=C(C=C1)OC)[C@@H]1NC(C[C@H]1NC(OCC1=CC=CC=C1)=O)=O